N-(Benzyloxy)carbonyl-O-isopropyl-L-threonyl-L-alanine methyl ester COC([C@@H](NC([C@@H](NC(=O)OCC1=CC=CC=C1)[C@H](OC(C)C)C)=O)C)=O